BrC1=NN(C(=C1)C)C1=CC=C(C(=O)OC)C=C1 methyl 4-(3-bromo-5-methyl-1H-pyrazol-1-yl)benzoate